tert-butyl-(cis-3-(5-(methylcarbamoyl)-2-(pyridin-2-yl)-1H-benzo[d]imidazol-1-yl)cyclohexyl)carbamate C(C)(C)(C)OC(N[C@@H]1C[C@@H](CCC1)N1C(=NC2=C1C=CC(=C2)C(NC)=O)C2=NC=CC=C2)=O